diethyl (4-(trifluoromethyl)phenyl)methylphosphonate FC(C1=CC=C(C=C1)CP(OCC)(OCC)=O)(F)F